CC1=C(C=CC(=C1C=1OC(=NN1)C)NC1=NC=CC(=C1)C(F)(F)F)S(=O)(=O)N methyl-3-(5-methyl-1,3,4-oxadiazol-2-yl)-4-[[4-(trifluoromethyl)-2-pyridinyl]amino]benzenesulfonamide